C(C)OC(=O)C=1C=NN2C1N=C(C(=C2)F)Cl 5-chloro-6-fluoro-pyrazolo[1,5-a]pyrimidine-3-carboxylic acid ethyl ester